ClC=1C(=NC(=NC1)NC1=CC(=C(C=C1)N1CCC(CC1)N1CCN(CC1)C)F)C1=CN(C2=CC=CC=C12)SCC 5-chloro-4-(1-(ethylsulfanyl)-1H-indol-3-yl)-N-(3-fluoro-4-(4-(4-methylpiperazin-1-yl)piperidin-1-yl)phenyl)pyrimidin-2-amine